1-(5-chloropyridin-2-yl)-4-methyl-1H-1,2,3-triazole-5-carboxylic acid ethyl ester C(C)OC(=O)C1=C(N=NN1C1=NC=C(C=C1)Cl)C